C(C=C)C=1C=C(C=CC1OC#N)C(C)(C)C1=CC=C(OC2=CC=C(C=C2)S(=O)(=O)C2=CC=C(C=C2)OC2=CC=C(C=C2)C(C)(C)C2=CC(=C(C=C2)OC#N)CC=C)C=C1 bis(4-(4-(2-(3-(2-propenyl)-4-cyanatophenyl)propan-2-yl)phenoxy)phenyl) sulfone